C1(=CC=CC=C1)S(=O)(=O)OCCCCCCCCCCCC.[Na] Sodium Dodecyl BenzenSulfonate